[1-[(6-chloro-2-morpholinyl-3-pyridinyl)amino]ethyl]-4-ethyl-3-(2-hydroxyethyl)-7-methyl-pyrazolo[3,4-c]isoquinolin-5-one ClC1=CC=C(C(=N1)N1CCOCC1)NC(C)C1=NN(C=2N(C(C=3C=C(C=CC3C21)C)=O)CC)CCO